COC=CC1C(C1)CO[SiH](C)C (1-(2-(2-methoxyvinyl)cyclopropyl)methoxy)dimethylsilane